ethyl 2-methoxy-8-((1-methyl-1H-indazol-5-yl)carbamoyl)-7-(1-methylcyclobutyl)quinoline-3-carboxylate COC1=NC2=C(C(=CC=C2C=C1C(=O)OCC)C1(CCC1)C)C(NC=1C=C2C=NN(C2=CC1)C)=O